acrylic acid pentyl-propanoate phosphate P(=O)(O)(O)O.C(CCCC)OC(CC)=O.C(C=C)(=O)O